2,4-dimethyl-1,4-octanediamine CC(CN)CC(CCCC)(N)C